3-methyl-[1,2,3]triazolo[1,5-a]pyridine-6-carboxylic acid methyl ester COC(=O)C=1C=CC=2N(C1)N=NC2C